(R)-N-(1-(2-(6-(3-(Difluoromethyl)-4-fluorophenyl)-3-fluoro-1H-pyrazolo[4,3-b]pyridin-1-yl)acetyl)pyrrolidin-3-yl)acetamide FC(C=1C=C(C=CC1F)C=1C=C2C(=NC1)C(=NN2CC(=O)N2C[C@@H](CC2)NC(C)=O)F)F